C([O-])([O-])=O.[K+].[K+].C(C)OS(=O)(=O)[O-].C(C=C)(=O)OCCC[N+](CC)(C)C acryloyloxypropyl-dimethylethyl-ammonium ethyl-sulfate dipotassium carbonate